1-allyltrimethoxysilane C(C=C)[Si](OC)(OC)OC